C(CCC)OC(C(CCSCCC(C(F)(F)F)C=1C=C2C=NN(C2=CC1)COCC[Si](C)(C)C)NC(=O)OC(C)(C)C)=O.C(C=C)C=1C(=C(C=CC1OC1=CC=C(C=C1)N)C1=CC=C(C=C1)OC1=CC=C(C=C1)N)CC=C diallyl-4,4'-bis(4-aminophenoxy)Biphenyl butyl-2-((tert-butoxycarbonyl)amino)-4-((4,4,4-trifluoro-3-(1-((2-(trimethylsilyl)ethoxy)methyl)-1H-indazol-5-yl)butyl)thio)butanoate